1-cyclobutyl-N-(4-methyl-3-pyridazin-3-ylphenyl)cyclopropane-1-carboxamide C1(CCC1)C1(CC1)C(=O)NC1=CC(=C(C=C1)C)C=1N=NC=CC1